N-(2-(Dimethoxymethyl)benzyl)-N-(2-oxo-2-((2'-oxo-1,1',2',3-tetrahydrospiro[indene-2,3'-pyrrolo[2,3-b]pyridin]-5-yl)amino)ethyl)tetrahydrofuran-2-carboxamide COC(C1=C(CN(C(=O)C2OCCC2)CC(NC=2C=C3CC4(C(NC5=NC=CC=C54)=O)CC3=CC2)=O)C=CC=C1)OC